OC1CC(C1)C(=O)NC1=CC2=C(C=N1)C=C(N2)C2=CC(=NC=C2)C (1s,3s)-3-hydroxy-N-(2-(2-methylpyridin-4-yl)-1H-pyrrolo[3,2-c]pyridin-6-yl)cyclobutanecarboxamide